N-(9-((2R,3R,4R,5R)-3-fluoro-4-hydroxy-5-(hydroxymethyl)tetrahydrofuran-2-yl)-9H-purin-6-yl)pent-4-enamide F[C@H]1[C@@H](O[C@@H]([C@H]1O)CO)N1C2=NC=NC(=C2N=C1)NC(CCC=C)=O